COCC[C@H](CSC1=CC=CC=C1)NC(OC(C)(C)C)=O tert-butyl (R)-(4-methoxy-1-(phenylthio)butan-2-yl)carbamate